C(N)(O[C@H]1C2(N(CC1CC2)C(=O)C2=CC1=C(C(=C(O1)C=1N(C3=CC(=CC=C3C1)C=1C=C3CNC(C3=CC1)=O)CC1CC1)C)C(=C2)OC)C(C)(C)C)=O Tert-butyl-((7R)-2-(2-(1-(cyclopropylmethyl)-6-(1-oxoisoindolin-5-yl)-1H-indol-2-yl)-4-methoxy-3-methylbenzofuran-6-carbonyl)-2-azabicyclo[2.2.1]hept-7-yl) carbamate